P(OC=1C=CC2=C(N(C(=N2)CC2=C(C=C(C=C2)C2=NC(=CC=C2)OCC2=C(C=C(C=C2)C#N)F)F)CCOC)C1)([O-])=O (2-(4-(6-((4-cyano-2-fluorobenzyl) oxy) pyridin-2-yl)-2-fluorobenzyl)-1-(2-methoxyethyl)-1H-benzo[d]imidazol-6-yl) phosphonate